chloro-4''-((3,4-difluorobenzyl)oxy)-3-(2-hydroxypropan-2-yl)-5',6''-dimethyl-2H,2''H-[1,2':4',1''-terpyridin]-2,2''-dione ClC1=C(C(N(C=C1)C1=NC=C(C(=C1)N1C(C=C(C=C1C)OCC1=CC(=C(C=C1)F)F)=O)C)=O)C(C)(C)O